(4,4-difluorocyclohexyl)(1H-imidazol-1-yl)methanone FC1(CCC(CC1)C(=O)N1C=NC=C1)F